(R)-(4-chlorophenyl)(8-methyl-3-(thiazolo[5,4-b]pyridin-2-yl)-5,6-dihydro-[1,2,4]triazolo[4,3-a]pyrazin-7(8H)-yl)methanone ClC1=CC=C(C=C1)C(=O)N1[C@@H](C=2N(CC1)C(=NN2)C=2SC1=NC=CC=C1N2)C